C(C1=CC=CC=C1)OC1=C(C=CC=C1F)N1C(C(C1C1=C(C=C(C(=C1)F)N1CCC(CC1)C(OCCCC)OCCCC)OC)(CC)CC)=O 1-(2-(benzyloxy)-3-fluorophenyl)-4-(4-(4-(dibutoxymethyl)piperidin-1-yl)-5-fluoro-2-methoxyphenyl)-3,3-diethylazetidin-2-one